C(C)OC(=O)N1CC2C(C(C1)C2)N2C[C@H]1C([C@H]1C2)C(=O)OCC 6-[(1R,5S,6r)-6-(ethoxycarbonyl)-3-azabicyclo[3.1.0]hexane-3-yl]-3-azabicyclo[3.1.1]heptane-3-carboxylic acid ethyl ester